C(C)C=1C(=C(C=CC1)P(O)(O)=O)C(C1=C(C=C(C=C1C)C)C)=O.C1(=CC=CC=C1)P(OCC)(OC(C1=C(C=C(C=C1C)C)C)=O)=O ethyl (2,4,6-trimethylbenzoyl) phenylphosphonate (ethyl (2,4,6-trimethylbenzoyl) phenylphosphonate)